C(C)OCCOCCCCC(=O)O 5-(2-ethoxyethoxy)pentanoic acid